CN1C(=CC2=NC=C(C=C21)C2=CC=C(C=C2)N2CCN(CC2)C(=O)OC(C)(C)C)C2=CC=C(C=C2)S(=O)(=O)C tert-butyl 4-(4-(1-methyl-2-(4-(methylsulfonyl)phenyl)-1H-pyrrolo[3,2-b]pyridin-6-yl)phenyl)piperazine-1-carboxylate